2,4-diphenyl-6-(4-(4'-phenylspiro[cyclopentane-1,9'-fluoren]-7'-yl)phenyl)-1,3,5-triazine C1(=CC=CC=C1)C1=NC(=NC(=N1)C1=CC=CC=C1)C1=CC=C(C=C1)C1=CC=C2C=3C(=CC=CC3C3(C2=C1)CCCC3)C3=CC=CC=C3